C(C=C)N1CN(C=C1)C N-allyl-N'-methylimidazole